ClC1=CC(=NC2=NC(=CC=C12)C1=C(C=C(C=C1C)C)OC)C1=CCCN(C1)C(=O)OC(C)(C)C tert-butyl 5-[4-chloro-7-(2-methoxy-4,6-dimethyl-phenyl)-1,8-naphthyridin-2-yl]-3,6-dihydro-2H-pyridine-1-carboxylate